O=C1NC(CCC1N1C(N(C2=C1C=CC(=C2)C#CC2CCN(CC2)C(=O)OC(C)(C)C)C)=O)=O tert-butyl 4-[2-[1-(2,6-dioxo-3-piperidyl)-3-methyl-2-oxo-benzimidazol-5-yl] ethynyl]piperidine-1-carboxylate